(R)-7-fluoro-3-methyl-5-(4-((3-(4-methyl-1-oxo-1,3-dihydroisobenzofuran-5-yl)piperazin-1-yl)methyl)-1H-pyrazol-1-yl)benzo[d]oxazol-2(3H)-one FC1=CC(=CC=2N(C(OC21)=O)C)N2N=CC(=C2)CN2C[C@H](NCC2)C=2C(=C1COC(C1=CC2)=O)C